F[C@@]1(C=2C=CC=NC2[C@H](CC1)O)C(=O)NCC1=C(C=CC=C1)C(F)(F)F (5s,8s)-5-fluoro-8-hydroxy-N-(2-(trifluoromethyl)benzyl)-5,6,7,8-tetrahydroquinoline-5-carboxamide